OC1CC(C1)C(=O)[O-] 3-hydroxy-cyclobutaneformate